4',5'-Dihydro-3'H-spiro[cyclopropane-1,2'-pyrido[3,4-f][1,4]oxazepin]-8'-ol hydrochloride Cl.O1C2(CNCC3=C1C=C(N=C3)O)CC2